(4-((6-(benzyloxy)-2-(2-(1,1-difluoroethyl)-4-fluorophenyl)benzo[b]thiophen-3-yl)oxy)phenoxy)-1-(3-fluoropropyl)azetidine C(C1=CC=CC=C1)OC=1C=CC2=C(SC(=C2OC2=CC=C(OC3N(CC3)CCCF)C=C2)C2=C(C=C(C=C2)F)C(C)(F)F)C1